4-[(3R)-3-amino-3-(fluoromethyl)pyrrolidin-1-yl]-6-cyano-N-[(1S)-1-cyclopropylethyl]-5-(3,5-difluorophenyl)pyridine-3-carboxamide N[C@]1(CN(CC1)C1=C(C=NC(=C1C1=CC(=CC(=C1)F)F)C#N)C(=O)N[C@@H](C)C1CC1)CF